4,4''-Dimethyl-2'-(S-methylsulfonimidoyl)-1,1':3',1''-terphenyl CC1=CC=C(C=C1)C1=C(C(=CC=C1)C1=CC=C(C=C1)C)S(=O)(=N)C